1-(2,6-difluoro-4-((4-methoxybenzyl)thio)benzyl)-8-methoxypyrido[2,3-h][1,6]naphthyridine-2(1H)-one FC1=C(CN2C(C=CC3=CN=C4C(=C23)C=CC(=N4)OC)=O)C(=CC(=C1)SCC1=CC=C(C=C1)OC)F